N-(4-((5-(benzyloxy)-3-fluoro-2-(4-methoxy-2-methylphenyl)-1H-indol-1-yl)methyl)phenethyl)cyclopropanamine C(C1=CC=CC=C1)OC=1C=C2C(=C(N(C2=CC1)CC1=CC=C(CCNC2CC2)C=C1)C1=C(C=C(C=C1)OC)C)F